S([O-])(O)(=O)=O.C(CC)[PH+](CCC)CCC tripropyl-phosphonium bisulfate